FC(C1=C(C=NN1)C(=O)OCC)F ethyl 5-(difluoromethyl)-1H-pyrazole-4-carboxylate